2-(3-Carboxy-2,5-dihydroxybenzamido)isophthalic acid C(=O)(O)C=1C(=C(C(=O)NC2=C(C(=O)O)C=CC=C2C(=O)O)C=C(C1)O)O